C(C1=CC=CC=C1)(C1=CC=CC=C1)=NC1(CC=2C(=NC=CC2)C1)C#N 6-(benzhydrylideneamino)-5,7-dihydrocyclopenta[b]pyridine-6-carbonitrile